ClC=1C=CC(=C(C1)C(C)=O)F 1-(5-chloro-2-fluorophenyl)ethanone